3-((4-amino-7-bromoquinolin-3-yl)carbamoyl)piperidine-1-carboxylate NC1=C(C=NC2=CC(=CC=C12)Br)NC(=O)C1CN(CCC1)C(=O)[O-]